OC(C)(C)C1=CC(=NN1C)C=1C=C(C=2N(C1)N=CC2C#N)C=2C=NC(=CC2)N2CC1N(C(C2)C1)CC=1C=NC(=CC1)OC 6-(5-(2-hydroxypropan-2-yl)-1-methyl-1H-pyrazol-3-yl)-4-(6-(6-((6-methoxypyridin-3-yl)methyl)-3,6-diazabicyclo[3.1.1]heptan-3-yl)pyridin-3-yl)pyrazolo[1,5-a]pyridine-3-carbonitrile